O1C(=O)C(=CC2=CC=CC=C12)C(=O)[O] coumarincarbonyl-oxygen